CC=1N=C2N(C=C(C=C2C#N)C2=CC3=C(C=N2)N=C(S3)OC3CC(NC(C3)(C)C)(C)C)C1 2-methyl-6-{2-[(2,2,6,6-tetramethylpiperidin-4-yl)oxy][1,3]thiazolo[4,5-c]pyridin-6-yl}imidazo[1,2-a]pyridine-8-carbonitrile